ethyl 6-cyano-1-[6-[3-(dimethylamino)azetidin-1-yl]pyridin-3-yl]-7-fluoro-4-oxoquinoline-3-carboxylate C(#N)C=1C=C2C(C(=CN(C2=CC1F)C=1C=NC(=CC1)N1CC(C1)N(C)C)C(=O)OCC)=O